tetracarboxyphosphine C(=O)(O)P(C(=O)O)(C(=O)O)C(=O)O